8-chloro-2-(pyridin-4-yl)-4-(2,8-diazaspiro[4.5]decan-8-yl)pyrido[3,4-d]pyrimidine trifluoroacetate FC(C(=O)O)(F)F.ClC1=NC=CC2=C1N=C(N=C2N2CCC1(CCNC1)CC2)C2=CC=NC=C2